CC=1C=C(C[S])C=CC1 (3-methylbenzyl)sulfur